Methyl 5-(2-methoxy-5-methylthiazol-4-yl)-6-((((CIS)-4-phenylcyclohexyl)oxy)methyl)-3,6-dihydropyridine-1(2H)-carboxylate COC=1SC(=C(N1)C1=CCCN(C1CO[C@@H]1CC[C@@H](CC1)C1=CC=CC=C1)C(=O)OC)C